C(C)ONCC1=CC=C(C=C1)C(F)(F)F O-ethyl-N-(4-(trifluoromethyl)benzyl)hydroxylamine